(1aR,5aR)-2-(5-Ethoxy-pyrazin-2-yl)-1a,2,5,5a-tetrahydro-1H-2,3-diaza-cyclopropa[a]pentalene-4-carboxylic acid (2-hydroxy-1,1-dimethylethyl)-amide OCC(C)(C)NC(=O)C=1C=2C[C@@H]3[C@H](C2N(N1)C1=NC=C(N=C1)OCC)C3